ClC=1C=C(CN2C[C@H](CC2)C=2SC3=C(N2)C=CC=C3)C=CC1 2-[(3S)-1-(3-chlorobenzyl)-3-pyrrolidinyl]-1,3-benzothiazole